2-[({1-[2-chloro-5-(3,5-dimethyl-2,6-dioxo-4-sulfanylidene-1,3,5-triazinan-1-yl)-4-fluorophenoxy]cyclopropyl}carbonyl)oxy]propanoic acid ClC1=C(OC2(CC2)C(=O)OC(C(=O)O)C)C=C(C(=C1)F)N1C(N(C(N(C1=O)C)=S)C)=O